6-(2'-fluoro-6'-(pyrrolidin-1-ylmethyl)-[1,1'-biphenyl]-4-yl)-2-methyl-1H-benzo[d]imidazole-4-carboxylic acid FC1=C(C(=CC=C1)CN1CCCC1)C1=CC=C(C=C1)C=1C=C(C2=C(NC(=N2)C)C1)C(=O)O